C(C)(C)(C)OC(NCC#CC1=C(C(=CC(=C1)N1C=NC=C1)Br)N)=O (3-(2-amino-3-bromo-5-(1H-imidazol-1-yl)phenyl)prop-2-yn-1-yl)carbamic acid tert-butyl ester